5-((2,4-dimethoxybenzyl)amino)pyrimido[4,5-c]quinoline-9-carboxylic acid COC1=C(CNC2=NC=3C=CC(=CC3C3=C2N=CN=C3)C(=O)O)C=CC(=C1)OC